C[C@H](C(=O)OC)COC1OCCCC1 Methyl (2S)-2-methyl-3-tetrahydropyran-2-yloxy-propanoate